tert-butyl 5-(4-(trifluoromethyl)phenyl)-5,6,6a,7,9,10-hexahydro-8H-pyrazino[1,2-a]pyrido[3,2-e]pyrazine-8-carboxylate FC(C1=CC=C(C=C1)N1CC2N(C3=C1C=CC=N3)CCN(C2)C(=O)OC(C)(C)C)(F)F